CC(=CC)CC(CCCC)=C 3-methyl-5-methylene-2-nonene